CC1=C(C=2N(N=C1N1CC=3C=C(C=NC3C(C1)(C)C)C(F)(F)F)C=NN2)C 6-(7,8-dimethyl-[1,2,4]triazolo[4,3-b]pyridazin-6-yl)-8,8-dimethyl-3-(trifluoromethyl)-5,6,7,8-tetrahydro-1,6-naphthyridine